tert-butyl (1R,4R)-5-((1-(1-(1-((2-chloro-4-(trifluoromethyl)phenyl) carbamoyl)cyclobutyl)-1H-pyrazol-4-yl) piperidin-4-yl)methyl)-2,5-diazabicyclo[2.2.1]heptane-2-carboxylate ClC1=C(C=CC(=C1)C(F)(F)F)NC(=O)C1(CCC1)N1N=CC(=C1)N1CCC(CC1)CN1[C@H]2CN([C@@H](C1)C2)C(=O)OC(C)(C)C